1-octyl-4-methylpyridine tetrafluoroborate F[B-](F)(F)F.C(CCCCCCC)N1CC=C(C=C1)C